ClC1=C(NC2=CN=CC(=N2)C(CCC(=O)OC)(CC)CC)C=CC=C1 methyl 4-[6-(2-chloroanilino)pyrazin-2-yl]-4-ethyl-hexanoate